FC1=CC=C(C=C1)S(=O)(=O)C1C(OC[C@@H]1CCC)=O (4S)-3-((4-fluoro-phenyl)sulfonyl)-4-propyldihydro-furan-2(3H)-one